di-n-butyl-4-methoxypyridine C(CCC)C=1C(=NC=CC1OC)CCCC